chlorine (1,5-cyclooctadiene) C1=CCCC=CCC1.[Cl]